C(C)(=O)N(N(C(=O)C1=CC=2C3=C(C(=NC2C=C1)N)C=NN3C)CC3=C(C=C(C=C3)C3=NC=C(C=C3)C(F)(F)F)F)C N'-acetyl-4-amino-N-(2-fluoro-4-(5-(trifluoromethyl)pyridin-2-yl)benzyl)-N',1-dimethyl-1H-pyrazolo[4,3-c]quinoline-8-carbohydrazide